L-lysine acetate salt C(C)(=O)O.N[C@@H](CCCCN)C(=O)O